FC=1C=C(C=CC1O)C(C)(C)C1=CC=C(C=C1)C(CC1=CC(=C(C=C1)O)C(C)(C)C)C1=CC(=C(C=C1)O)C(C)(C)C 4,4'-[1-{4-[1-(3-fluoro-4-hydroxyphenyl)-1-methylethyl]phenyl}ethylene]bis(2-tert-butylphenol)